C1(CCCCC1)CC=1NC(=NN1)C(=O)NC1=NC=C(C(=C1)C1=C(C=CC(=C1)OCCCCC(C)(C)O)C)F 5-(cyclohexylmethyl)-N-(5-fluoro-4-(5-((5-hydroxy-5-methylhexyl)oxy)-2-methylphenyl)pyridin-2-yl)-4H-1,2,4-triazole-3-carboxamide